N-(4-(1,3-dioxolan-2-yl)phenyl)-4-amino-1-methyl-1H-pyrrole-2-carboxamide O1C(OCC1)C1=CC=C(C=C1)NC(=O)C=1N(C=C(C1)N)C